COCC1=NC=2C(=C3C(=NC2)NC=C3)N1C1CCC(CC1)CC#N 2-((1r,4r)-4-(2-(methoxymethyl)imidazo[4,5-d]pyrrolo[2,3-b]pyridin-1(6H)-yl)cyclohexyl)acetonitrile